C(C)(C)(C)C=1C=CC(=C(C1)NC1CCNCC1)[N+](=O)[O-] N-(5-(tert-butyl)-2-nitrophenyl)piperidin-4-amine